BrC1=NC=CC(=C1)OCCN1CCN(CC1)C(=O)OC(C)(C)C tert-butyl 4-[2-[(2-bromo-4-pyridyl)oxy]ethyl]piperazine-1-carboxylate